7-benzyloxy-4-(trifluoromethyl)-coumarin C(C1=CC=CC=C1)OC1=CC=C2C(=CC(OC2=C1)=O)C(F)(F)F